BrC=1C2=C(S(C1C1=CC=C(C=C1)Cl)=O)C=C(C=C2)OC 3-bromo-2-(4-chlorophenyl)-6-methoxybenzo[b]thiophene 1-oxide